FC1(CCC(CC1)C(NC(=O)C1=NON=C1C)C=1OC2=C(N1)C=C(C=C2)CC2C(NC(C2)C(F)(F)F)=O)F N-((4,4-difluorocyclohexyl)(5-((2-oxo-5-(trifluoromethyl)pyrrolidin-3-yl)methyl)benzo[d]oxazol-2-yl)methyl)-4-methyl-1,2,5-oxadiazole-3-carboxamide